1-(4-(dimethylamino)phenyl)-5-hydroxy-2-methyl-4-(piperidin-1-ylmethyl)-1H-indole-3-carboxylic acid ethyl ester C(C)OC(=O)C1=C(N(C2=CC=C(C(=C12)CN1CCCCC1)O)C1=CC=C(C=C1)N(C)C)C